N,N'-bis(4-fluorophenyl)cyclopropane-1,1-diamide FC1=CC=C(C=C1)NC(=O)C1(CC1)C(=O)NC1=CC=C(C=C1)F